beta-alanyl-L-ornithine NCCC(=O)N[C@@H](CCCN)C(=O)O